hydroxy(aminomethyl)benzaldehyde OC=1C(=C(C=O)C=CC1)CN